1,1-dioxido-6-bromo-2,3-dihydrobenzo[d]isothiazole O=S1(NCC2=C1C=C(C=C2)Br)=O